(R)-1-(9-bromo-6,7-dichloro-1-methyl-1,3,4,5-tetrahydro-2H-pyrido[4,3-b]indol-2-yl)-2-methoxyethan-1-one BrC=1C=2C3=C(NC2C(=C(C1)Cl)Cl)CCN([C@@H]3C)C(COC)=O